BrC=1C=CC(=C2CN(C(C12)=O)C(=O)OC(C)(C)C)I tert-butyl 7-bromo-4-iodo-1-oxoisoindole-2-carboxylate